1,1-difluoro-6-nitro-1H-indene FC1(C=CC2=CC=C(C=C12)[N+](=O)[O-])F